C(C)(C)(C)OC(=O)N1CC(C1)=CC#N 3-(cyanomethylene)azetidine-1-carboxylic acid tert-butyl ester